5,8-dicyano-quinoxaline C(#N)C1=C2N=CC=NC2=C(C=C1)C#N